NC1=CC(=C(C=C1OC)N1CCC(CC1)N1CCN(CC1)C(=O)OC(C)(C)C)C1CCC(CC1)(F)F tert-butyl 4-(1-(4-amino-2-(4,4-difluorocyclohexyl)-5-methoxyphenyl)piperidin-4-yl)piperazine-1-carboxylate